N-(3-(2-(1,1-difluoroethyl)-6-methoxypyridin-4-yl)-1-methyl-1H-pyrrolo[2,3-c]pyridin-5-yl)acetamide FC(C)(F)C1=NC(=CC(=C1)C1=CN(C2=CN=C(C=C21)NC(C)=O)C)OC